7-((Pyridin-2-ylmethyl)amino)-2-(((tetrahydro-2H-pyran-4-yl)thio)methyl)quinazolin-4(3H)-one N1=C(C=CC=C1)CNC1=CC=C2C(NC(=NC2=C1)CSC1CCOCC1)=O